(E)-3-(3-(3-(pentafluorosulfanyl)-5-(trifluoromethyl)phenyl)-1H-1,2,4-triazol-1-yl)-2-(quinolin-3-yl)acrylamide FS(C=1C=C(C=C(C1)C(F)(F)F)C1=NN(C=N1)/C=C(/C(=O)N)\C=1C=NC2=CC=CC=C2C1)(F)(F)(F)F